4-(2-(4-hydroxyphenyl)-2H-pyrazolo[3,4-d]pyrimidin-4-yl)-N-(4-(methylthio)benzyl)piperazine-2-carboxamide OC1=CC=C(C=C1)N1N=C2N=CN=C(C2=C1)N1CC(NCC1)C(=O)NCC1=CC=C(C=C1)SC